BrC1=CC=C(C=C1)C=1N=C2N(C=CC=C2)C1 2-(4-bromophenyl)imidazo[1,2-a]pyridine